1-(2-((5-(pyridin-2-yl)pyrazin-2-yl)oxy)ethyl)piperidin-2-one N1=C(C=CC=C1)C=1N=CC(=NC1)OCCN1C(CCCC1)=O